S(N)(=O)(=O)C1=CC=C(C=C1)[C@H]1[C@@H](C1)C(=O)O (1R,2R)-2-(4-sulfamoylphenyl)cyclopropanecarboxylic acid